(R)-N-Cbz-proline C(=O)(OCC1=CC=CC=C1)N1[C@H](CCC1)C(=O)O